C(#N)C=1C=C(C=CC1)\C=C/C(=O)C1=CC=C(OCC(=O)O)C=C1 2-[4-[(Z)-3-(3-Cyanophenyl)prop-2-enoyl]phenoxy]acetic acid